C(C)OC(C(C(CC)=O)N1[C@H](CN(CC1)C(=O)OC(C)(C)C)C)=O Tert-butyl (3S)-4-(1-ethoxy-1,3-dioxopentan-2-yl)-3-methylpiperazine-1-carboxylate